COC1=C(OCC(=O)N=C=O)C=CC=C1 2-(2-methoxyphenoxy)acetyl isocyanate